C(COCCN(S(N(C(=O)OCC1=CC=CC=C1)CC1=CC=C(C=C1)OC(C1=CC=C(C=C1)NC(=NC(=O)OC(C)(C)C)NC(=O)OC(C)(C)C)=O)(=O)=O)C(C(=O)[O-])CCC(=O)[O-])OCCN(S(N(CC1=CC=C(C=C1)OC(C1=CC=C(C=C1)NC(=NC(=O)OC(C)(C)C)NC(=O)OC(C)(C)C)=O)C(=O)OCC1=CC=CC=C1)(=O)=O)C(C(=O)[O-])CCC(=O)[O-] ((ethane-1,2-diylbis(oxy))bis(ethane-2,1-diyl))bis((N-((benzyloxy)carbonyl)-N-(4-((4-(2,3-bis(tert-butoxycarbonyl)guanidino)benzoyl)oxy)benzyl)sulfamoyl)azanediyl)dipentanedioate